C(C)OC1C(C(C1)=O)C#C 3-ethoxy-2-ethynylcyclobutanone